N-(4-cyano-1-methyl-1H-pyrazol-5-yl)-2-((3-(2,6-dioxopiperidin-3-yl)-1-methyl-1H-indazol-7-yl)oxy)acetamide C(#N)C=1C=NN(C1NC(COC=1C=CC=C2C(=NN(C12)C)C1C(NC(CC1)=O)=O)=O)C